C(C)OC1=CC=C(C=N1)CN1C(=NC2=C1C=CC=C2F)C2=NON=C2C 3-[1-[(6-ethoxypyridin-3-yl)methyl]-4-fluoro-benzimidazol-2-yl]-4-methyl-1,2,5-oxadiazole